CC(C)CCCCCC(CCC)C 2,8-dimethyl-undecane